The molecule is an ammonium ion obtained by protonation of the tertiary amino group of metoclopramide. It is a conjugate base of a metoclopramide(2+). It is a conjugate acid of a metoclopramide. CC[NH+](CC)CCNC(=O)C1=CC(=C(C=C1OC)N)Cl